[(2'S,7R)-1'-[[1-(1,1-dioxothiolan-3-yl)pyrazol-4-yl]methyl]-2'-methyl-2-(trifluoromethyl)spiro[4,5-dihydrothieno[2,3-c]pyran-7,4'-piperidine]-3-yl]methanol O=S1(CC(CC1)N1N=CC(=C1)CN1[C@H](C[C@@]2(CC1)OCCC1=C2SC(=C1CO)C(F)(F)F)C)=O